BrC1=C(C=C(C=C1)OCOC)C#CC1CCOCC1 4-[2-[2-bromo-5-(methoxymethoxy)phenyl]ethynyl]tetrahydropyran